1-((3R,4S)-4-(3-((4-amino-5-(3-methoxy-4-((6-methylpyridin-2-yl)oxy)phenyl)-7-methyl-7H-pyrrolo[2,3-d]pyrimidin-6-yl)ethynyl)azetidin-1-yl)-3-fluoropiperidin-1-yl)prop-2-en-1-one NC=1C2=C(N=CN1)N(C(=C2C2=CC(=C(C=C2)OC2=NC(=CC=C2)C)OC)C#CC2CN(C2)[C@@H]2[C@@H](CN(CC2)C(C=C)=O)F)C